COC1=C(C=C(C=C1)CCC(=O)O)C(NC)=O 3-(4-methoxy-3-(methylcarbamoyl)phenyl)propanoic acid